COC(=O)C12CC(C1)(C2)C(=O)Cl 3-(chlorocarbonyl)bicyclo[1.1.1]Pentane-1-carboxylic acid methyl ester